2-(1,1-difluoroethyl)-2-methylmalonate FC(C)(F)C(C(=O)[O-])(C(=O)[O-])C